5-[4-[(5-fluoro-2-methyl-3-oxo-4H-quinoxalin-6-yl)methyl]piperazin-1-yl]-6-methyl-pyridine-2-carboxamide FC1=C2NC(C(=NC2=CC=C1CN1CCN(CC1)C=1C=CC(=NC1C)C(=O)N)C)=O